C1(=CC(=C2C=CC=3C(=CC(=C4C=CC1=C2C34)[As](O)(=O)O)[As](O)(=O)O)[As](O)(=O)O)[As](O)(=O)O 1,3,6,8-pyrenetetraarsonic acid